tert-butyl (1S,2S,5R)-2-[(1S)-1-{[7-chloro-8-fluoro-4-hydroxy-2-(methylsulfanyl)pyrido[4,3-d]pyrimidin-5-yl]oxy}ethyl]-3,8-diazabicyclo[3.2.1]octane-8-carboxylate ClC1=C(C=2N=C(N=C(C2C(=N1)O[C@@H](C)[C@@H]1[C@@H]2CC[C@H](CN1)N2C(=O)OC(C)(C)C)O)SC)F